(S)-2-((tert-butoxycarbonyl)amino)-3-(3,4-difluorophenyl)propanoic acid C(C)(C)(C)OC(=O)N[C@H](C(=O)O)CC1=CC(=C(C=C1)F)F